3-(4-aminophenylethyl)-2-(1-(4-bromophenyl)-3-(5-chloropyridin-2-yl)-1H-pyrazol-4-yl)-5-methyl-oxazolidin-4-one NC1=CC=C(C=C1)CCN1C(OC(C1=O)C)C=1C(=NN(C1)C1=CC=C(C=C1)Br)C1=NC=C(C=C1)Cl